6-[3-[1-[[4-chloro-6-(trifluoromethyl)-1,3-benzoxazol-2-yl]amino]ethyl]pyrazin-2-yl]pyridine-3-carbonitrile ClC1=CC(=CC2=C1N=C(O2)NC(C)C=2C(=NC=CN2)C2=CC=C(C=N2)C#N)C(F)(F)F